3-(5-(((1R,2S,4S)-rel-2-amino-4-methoxycyclohexyl)methyl)-1-oxoisoindolin-2-yl)piperidine-2,6-dione N[C@@H]1[C@H](CC[C@@H](C1)OC)CC=1C=C2CN(C(C2=CC1)=O)C1C(NC(CC1)=O)=O |o1:1,2,5|